bromo-2-((4-chloro-2-fluorobenzyl)oxy)-5,8-dihydro-1,7-naphthyridine-7(6H)-carboxylic acid tert-butyl ester C(C)(C)(C)OC(=O)N1CCC=2C=C(C(=NC2C1)OCC1=C(C=C(C=C1)Cl)F)Br